5-fluoro-2-methyl-N1-(6-(trifluoromethyl)pyridin-2-yl)benzene-1,3-diamine FC=1C=C(C(=C(C1)NC1=NC(=CC=C1)C(F)(F)F)C)N